4-(8-(cyclopropylsulfonyl)-3,8-diazabicyclo[3.2.1]octan-3-yl)-6-(1-methyl-1H-pyrazol-4-yl)pyrrolo[1,2-b]pyridazine C1(CC1)S(=O)(=O)N1C2CN(CC1CC2)C=2C=1N(N=CC2)C=C(C1)C=1C=NN(C1)C